C(CCCCCCCCCCCC=CCCCCCCCC)(=O)OCCCCCCCCCCCCCCCO 15-hydroxypentadecyl docos-13-enoate